The molecule is a limonoid with a phragmalin skeleton isolated from the leaves of Trichilia connaroides. It has a role as a plant metabolite. It is a limonoid, a delta-lactone, a bridged compound, a member of furans, an organic heteropentacyclic compound, an acetate ester, a methyl ester and an enoate ester. It derives from a tiglic acid. C/C=C(\\C)/C(=O)O[C@H]1[C@@]2(C[C@@]3([C@]1(CC4=C([C@@]3([C@H]2CC(=O)OC)C)CC[C@@]5(C4=C(C(=O)O[C@H]5C6=COC=C6)O)C)OC(=O)C)OC(=O)C)C